C(C)(C)(C)OC(=O)N(C(OC(C)(C)C)=O)C1=NN2C(C=C(C=C2)C2=C(C(=CC=C2)C=2C=NN(C2)C(C)(C)C2=CC=CC=C2)F)=N1 tert-butyl (tert-butoxycarbonyl)(7-(2-fluoro-3-(1-(2-phenylpropan-2-yl)-1H-pyrazol-4-yl)phenyl)-[1,2,4]triazolo[1,5-a]pyridin-2-yl)carbamate